C(C)(C)(C)OC(=O)N1C(C=CC1)C1=CC(=NC=C1)F (2-Fluoropyridin-4-yl)-2,5-dihydro-1H-pyrrole-1-carboxylic acid tert-butyl ester